C1(=CC=CC=C1)S(=P(O)(O)O)(C1=CC=CC=C1)C1=CC=CC=C1.P(=S)(OC1=CC=CC=C1)(OC1=CC=CC=C1)OC1=CC=CC=C1 triphenyl thiophosphate (triphenylphosphorothioate)